C(C)(=O)N1C(C(C2=CC=CC=C12)=O)=CC1=CC(=C(OCC(=O)NC2=CC=CC=C2)C=C1)OC 2-(4-((1-acetyl-3-oxoindolin-2-ylidene)methyl)-2-methoxyphenoxy)-N-phenylacetamide